tert-butyl 2-(4,6-dimethoxypyrimidin-5-yl)-5-((1S,2S)-2-fluorocyclopropane-1-carboxamido)-1H-pyrrolo[2,3-c]pyridine-1-carboxylate COC1=NC=NC(=C1C1=CC=2C(=CN=C(C2)NC(=O)[C@H]2[C@H](C2)F)N1C(=O)OC(C)(C)C)OC